Cl.Cl.CNCC1=CC=C(C=C1)C=1C=NC(=CC1)C N-methyl-1-[4-(6-methyl-3-pyridinyl)phenyl]methanamine dihydrochloride